(1S,3S)-3-((6-(5-(((butoxycarbonyl)(methyl)amino)methyl)-1-methyl-1H-1,2,3-Triazol-4-yl)-2-cyclopropylpyridin-3-yl)oxy)cyclohexane-1-carboxylic acid methyl ester COC(=O)[C@@H]1C[C@H](CCC1)OC=1C(=NC(=CC1)C=1N=NN(C1CN(C)C(=O)OCCCC)C)C1CC1